NC1=NC=CC=C1C1=NC=2C(=NC(=CC2)C2=CC=CC=C2)N1C1=CC=C(CNC(=O)C=2C=NC(=NC2)C#N)C=C1 N-(4-(2-(2-aminopyridin-3-yl)-5-phenyl-3H-imidazo[4,5-b]pyridin-3-yl)benzyl)-2-cyanopyrimidine-5-carboxamide